C1(=CC=CC=C1)C1=CC(=NC=N1)OC1CNCC1 3-((6-phenylpyrimidin-4-yl)oxy)pyrrolidin